Dimethyl (2-benzyl-1,2-dihydroisoquinolin-1-yl)phosphonate C(C1=CC=CC=C1)N1C(C2=CC=CC=C2C=C1)P(OC)(OC)=O